FC1=C2C(=CNC2=CC=C1)C([2H])([2H])[C@@H]1N(CCC1)C([2H])([2H])[2H] (R)-4-fluoro-3-((1-(methyl-d3)pyrrolidin-2-yl)methyl-d2)-1H-indole